COC1=CC=C(C=C1)P(C1=NC(=CC=C1)C)(C1=CC=C(C=C1)OC)=O bis(4-methoxyphenyl)(6-methylpyridin-2-yl)phosphine oxide